Cyclopentyl-7-{[2-(4-chlorophenyl)imidazo[1,2-a]pyridin-3-yl]methyl}-3-oxa-7,9-diazabicyclo[3.3.1]nonane-9-carboxylate C1(CCCC1)OC(=O)N1C2COCC1CN(C2)CC2=C(N=C1N2C=CC=C1)C1=CC=C(C=C1)Cl